C(C1=CC=CC=C1)N1CCC(CC1)(O)CN(C(OC(C)(C)C)=O)C tert-butyl N-[(1-benzyl-4-hydroxypiperidin-4-yl) methyl]-N-methylcarbamate